5-((4-((adamantan-1-yl)amino)butyl)amino)-2-(2,6-dioxopiperidin-3-yl)isoindoline-1,3-dione C12(CC3CC(CC(C1)C3)C2)NCCCCNC=2C=C3C(N(C(C3=CC2)=O)C2C(NC(CC2)=O)=O)=O